[1,1'-biphenyl]-3,3'-dicarboxamide C1(=CC(=CC=C1)C(=O)N)C1=CC(=CC=C1)C(=O)N